N-(4''-(aminomethyl)-3''-fluoro-5''-methoxy-2,2'-dimethyl-[1,1':3',1''-terphenyl]-3-yl)piperidin-4-amine NCC1=C(C=C(C=C1OC)C=1C(=C(C=CC1)C1=C(C(=CC=C1)NC1CCNCC1)C)C)F